2,4-dichlorobenzofluoreno-pyrimidine ClN1CN(C=2C(=C1)C=1C(C=CC3=C4C=CC=CC4=CC13)=CC2)Cl